[Se-2].[Se-2].[Se-2].[Ta+5] tantalum triselenide